ClC1=CC=C(NC2=C(C(=NC(=N2)N2[C@@H](CCC2)CO)N2CCC(CC2)(C(=O)N)OC(C)C)[N+](=O)[O-])C=C1 1-[6-(4-chloroanilino)-2-[(2S)-2-(hydroxymethyl)pyrrolidin-1-yl]-5-nitro-pyrimidin-4-yl]-4-isopropoxy-piperidine-4-carboxamide